P(=O)(OC)(OC)OC(C)(C)C dimethyl t-butyl phosphate